CCCCCC[C@@H](O)C/C=C\CCCCCCCC(=O)OCC(OC(=O)CCCCCCC/C=C\C[C@H](O)CCCCCC)COC(=O)CCCCCCC/C=C\C[C@H](O)CCCCCC Glyceryl triricinoleate